C(C)C1(CCC=2C1=NC(=CC2)NC2=NC(=NC=C2C#N)NC2=CC(=C(C=C2)N2CCNCC2)C)O 4-[(7-ethyl-7-hydroxy-5,6-dihydrocyclopenta[b]pyridin-2-yl)amino]-2-(3-methyl-4-piperazin-1-yl-anilino)pyrimidine-5-carbonitrile